C1(=CC=C2C=CC3=CC=CC4=CC=C1C2=C34)[N] pyrenyl-nitrogen